(4,5,6,7-tetrahydroisoxazolo[4,5-c]pyridin-3-yl)(4-(2-(trifluoromethyl)phenyl)piperidin-1-yl)methanone O1N=C(C=2CNCCC21)C(=O)N2CCC(CC2)C2=C(C=CC=C2)C(F)(F)F